C(C)OC(=O)C1(CC1)NC(=O)C1=CN(C2=CC=CC=C12)CC1=NC=CC=C1 1-[1-(pyridin-2-ylmethyl)-1H-indole-3-carboxamido]Cyclopropane-1-carboxylic acid ethyl ester